(4E)-6,6-dipropoxy-4-hexenylphosphine C(CC)OC(/C=C/CCCP)OCCC